5-Methoxy-1H-indol-3-acetic acid COC=1C=C2C(=CNC2=CC1)CC(=O)O